C12CN(CC(CC1)N2)C2=NC(=NC1=C(C(=C(C=C21)Cl)Br)F)Cl 4-(3,8-diazabicyclo[3.2.1]octan-3-yl)-7-bromo-8-fluoro-2,6-dichloroquinazoline